COC(C(COCCCC)OC1=CC(=C(C=C1)C1=NC(=NC(=N1)C1=CC=C(C=C1)C1=CC=CC=C1)C1=CC=C(C=C1)C1=CC=CC=C1)O)=O.C(C1=CC=CC=C1)OC1=C(C=CC(=C1)OCC1=CC=CC=C1)C(C(=O)C1=CC=C(C=C1)OC)C (2,4-bis(benzyloxy)phenyl)-1-(4-methoxyphenyl)propan-1-one methyl-2-[4-[4,6-bis(4-phenylphenyl)-1,3,5-triazin-2-yl]-3-hydroxy-phenoxy]-3-butoxy-propanoate